C(C)S(=O)(=O)N1CC(C1)=CC#N [1-(ethylsulfonyl)azetidin-3-ylidene]-acetonitrile